C(C)C1(C(NC(NC1=O)=O)=O)CCC(C)C 5-ethyl-5-isopentylbarbituric acid